C(CC=C)NS(=O)(=O)C1=C(C(=O)NC2=CC=C(C=C2)S(=O)(=O)N2CCN(CC2)C2=CC(=CC(=C2)Cl)Cl)C=CC=C1 2-(N-(but-3-en-1-yl)sulfamoyl)-N-(4-((4-(3,5-dichlorophenyl)piperazin-1-yl)sulfonyl)phenyl)-benzamide